methyl 5-(pyrimidin-2-yl)quinoline-2-carboxylate N1=C(N=CC=C1)C1=C2C=CC(=NC2=CC=C1)C(=O)OC